C1(=CC=CC=C1)C1=NC(=NC(=N1)C1=CC=CC=C1)C=1C=C(C=C(C1C1=CC=C(C=C1)N1C2=CC=CC=C2C=2C=C(C=CC12)C)C#N)C1=CC=C(C=C1)N1C2=CC=CC=C2C=2C=C(C=CC12)C 6'-(4,6-diphenyl-1,3,5-triazin-2-yl)-4,4''-bis(3-methyl-9H-carbazol-9-yl)-[1,1':4',1''-terphenyl]-2'-carbonitrile